C(#N)CC12CN(C(C1)C2)C(=O)OC(C)(C)C tert-butyl 4-(cyanomethyl)-2-azabicyclo[2.1.1]hexane-2-carboxylate